4-methylpiperazine-1-carboxylic acid [(2s,3s,4e,6r)-3-methyl-2-[(2e,4e,6r)-6-methyl-7-(pyrrolidine-1-carbonyloxy) hept-2,4-dien-2-yl]-12-oxo-1-oxocyclododec-4-en-6-yl] ester C[C@@H]\1[C@H](C(C(CCCCC[C@H](/C=C1)OC(=O)N1CCN(CC1)C)=O)=O)\C(\C)=C\C=C\[C@H](COC(=O)N1CCCC1)C